tetrahydropyrrolo[3,4-c]pyrrol C1NCC2C1=CN=C2